C(C)(C)(C)NC(=O)N1N=CC2=C(C(=CC=C12)C1=NC=CC2=CN=C(C=C12)NC1=CC=C(C=C1)S(=O)(=O)C)C N-(tert-butyl)-4-methyl-5-(7-((4-(methylsulfonyl)phenyl)amino)-2,6-naphthyridin-1-yl)-1H-indazole-1-carboxamide